[Na+].C[N+](CC)(C)C N,N,N-trimethylethan-1-aminium monosodium salt